CN1C(CNCC1)C(F)(F)F methyl-2-(trifluoromethyl)piperazin